N1C(=NC2=C1C=CC=C2)[C@@H](C)NC([C@H](CC(N2[C@H](CCC2)C2=CC=CC=C2)=O)NS(=O)(=O)CCC(C)C)=O (2S)-N-[(1R)-1-(1H-benzimidazol-2-yl)ethyl]-2-(isopentylsulfonylamino)-4-oxo-4-[(2R)-2-phenylpyrrolidin-1-yl]butanamide